bromo-1-methyl-1H-pyrazole-4-carboxylic acid ethyl ester C(C)OC(=O)C=1C(=NN(C1)C)Br